7-isopropoxy-4-methyl-2H-chromen-2-one C(C)(C)OC1=CC=C2C(=CC(OC2=C1)=O)C